O1COC2=C1C=CC(=C2)CC(CC)NC 1-(1,3-benzodioxol-5-yl)-N-methyl-2-butanamine